9-[4-(10-phenylanthracen-9-yl)phenyl]-9H-Carbazole C1(=CC=CC=C1)C1=C2C=CC=CC2=C(C2=CC=CC=C12)C1=CC=C(C=C1)N1C2=CC=CC=C2C=2C=CC=CC12